N-(2-((R)-1,2-dihydroxyethyl)pyridin-4-yl)-4-methoxy-5-methyltetrahydrofuran-2-carboxamide O[C@@H](CO)C1=NC=CC(=C1)NC(=O)C1OC(C(C1)OC)C